NC1=CC=C(C(=N1)C)N1C=C(C(C2=CC(=C(C=C12)N1CC2=NC=CC=C2C1)Cl)=O)C(=O)O 1-(6-amino-2-methylpyridin-3-yl)-6-chloro-7-(5,7-dihydro-6H-pyrrolo[3,4-b]pyridin-6-yl)-4-oxo-1,4-dihydroquinoline-3-carboxylic acid